FC=1C=C2C(=CNC2=CC1)CCCNS(=O)(=O)C1=CC=C(C=C1)OCCCN1CCN(CC1)C(C(C)C)=O N-(3-(5-fluoro-1H-indol-3-yl)propyl)-4-(3-(4-isobutyrylpiperazin-1-yl)propoxy)benzenesulfonamide